4-(2-(3-nitro-4-(piperidin-1-yl)phenoxy)ethyl)morpholine [N+](=O)([O-])C=1C=C(OCCN2CCOCC2)C=CC1N1CCCCC1